(5-(6-((2R,6R)-2-(1-hydroxycyclopropyl)-6-methylmorpholino)-1H-benzo[d]imidazol-2-yl)-1H-pyrrol-3-yl)(2-(trifluoromethyl)phenyl)methanone OC1(CC1)[C@@H]1O[C@@H](CN(C1)C=1C=CC2=C(NC(=N2)C2=CC(=CN2)C(=O)C2=C(C=CC=C2)C(F)(F)F)C1)C